4-(4-(2-chlorophenyl)piperazin-1-yl)-6-(4-fluorophenyl)pyridin-2-amine ClC1=C(C=CC=C1)N1CCN(CC1)C1=CC(=NC(=C1)C1=CC=C(C=C1)F)N